arachidyl acetate C(C)(=O)OCCCCCCCCCCCCCCCCCCCC